FC(OC=1C=C(CN)C=CC1)(F)F 3-(trifluoromethoxy)benzylamine